((7-(2,6-dichlorophenylsulfonamido)-3,4-dihydroquinolin-1(2H)-yl) sulfonyl) benzoate (methyl-2-((7-(2,6-dichlorophenylsulfonamido)-3,4-dihydroquinolin-1(2H)-yl) sulfonyl) benzoate) CC=1C(=C(C(=O)O)C=CC1)S(=O)(=O)N1CCCC2=CC=C(C=C12)NS(=O)(=O)C1=C(C=CC=C1Cl)Cl.C(C1=CC=CC=C1)(=O)OS(=O)(=O)N1CCCC2=CC=C(C=C12)NS(=O)(=O)C1=C(C=CC=C1Cl)Cl